1-(4-(aminomethyl)-2-methoxybenzyl)-3-(4-methoxy-3-(pentyloxy)phenyl)tetrahydropyrimidin-2(1H)-one NCC1=CC(=C(CN2C(N(CCC2)C2=CC(=C(C=C2)OC)OCCCCC)=O)C=C1)OC